C1(CCCCC1)C(COCC)(COC)CC[Si](C)(C)C 2-cyclohexyl-2-(2-trimethylsilylethyl)-1-ethoxy-3-methoxypropane